C1(=CC=CC=C1)S(=O)(=O)NC1=C(C=CC=C1)NC(C1=C(C=CC=C1)[N+](=O)[O-])=O N-benzenesulfonyl-N'-2-nitrobenzoyl-o-phenylenediamine